mercaptooctane SCCCCCCCC